3,9-bis(decyloxy)-2,4,8,10-tetraoxa-3,9-diphosphaspiro[5.5]undecane C(CCCCCCCCC)OP1OCC2(CO1)COP(OC2)OCCCCCCCCCC